CN1N=C(C2=CC=CC(=C12)C1CCN(CC1)CC1CCNCC1)N1C(NC(CC1)=O)=O 1-[1-methyl-7-[1-(4-piperidylmethyl)-4-piperidyl]indazol-3-yl]hexahydropyrimidine-2,4-dione